2-bromo-6-methoxynaphthalene BrC1=CC2=CC=C(C=C2C=C1)OC